3-(tert-butylamino)-1-{6-[2-(methoxymethoxy)-4-(6-methoxypyridazin-4-yl)phenyl]pyridazin-3-yl}pyrrolidin-2-one C(C)(C)(C)NC1C(N(CC1)C=1N=NC(=CC1)C1=C(C=C(C=C1)C1=CN=NC(=C1)OC)OCOC)=O